1-Benzyl-1H-2,1-benzothiazin-4(3H)-on-2,2-dioxid C(C1=CC=CC=C1)N1S(CC(C2=C1C=CC=C2)=O)(=O)=O